CC1CC12N(CCC(C2)C(=O)OCC(CCCCCCCCCCCCC)CCCCCCCCCCC)C(=O)C2=NNC(=C2)C2=CC(=NC=C2F)OC 2-undecyl-pentadecanol Methyl-4-[5-(5-fluoro-2-methoxypyridin-4-yl)-1H-pyrazole-3-carbonyl]-4-azaspiro[2.5]octane-7-carboxylate